(R)-(6,7-dichloro-1-methyl-1,3,4,5-tetrahydro-2H-pyrido[4,3-b]indol-2-yl)(4,5-dimethoxypyrimidin-2-yl)methanone ClC1=C(C=CC=2C3=C(NC12)CCN([C@@H]3C)C(=O)C3=NC=C(C(=N3)OC)OC)Cl